C[C@@H](C(=O)SCCNC(CCNC([C@@H](C(COP(OP(OC[C@@H]1[C@H]([C@H]([C@@H](O1)N1C=NC=2C(N)=NC=NC12)O)OP(=O)(O)O)(=O)O)(=O)O)(C)C)O)=O)=O)C(=O)O (R)-methylmalonyl-CoA